2-chloro-N-[(2-chloro-3,4-difluoro-phenyl)methyl]-N-(3,5-dimethoxyphenyl)acetamide ClCC(=O)N(C1=CC(=CC(=C1)OC)OC)CC1=C(C(=C(C=C1)F)F)Cl